1-(tert-butylsulfinyl)-2-(4-(trifluoromethyl)phenyl)-1,2,3,6-tetrahydropyridine C(C)(C)(C)S(=O)N1C(CC=CC1)C1=CC=C(C=C1)C(F)(F)F